5-(Cyclopropylmethyl)-1-methyl-1H-pyrazole C1(CC1)CC1=CC=NN1C